N-dodecanyl-2-(2,4,5,7-tetrabromo-6-hydroxy-3-oxo-3H-xanthen-9-yl)benzamide C(CCCCCCCCCCC)NC(C1=C(C=CC=C1)C=1C2=CC(=C(C(=C2OC2=C(C(C(=CC12)Br)=O)Br)Br)O)Br)=O